C(C1=CC=CC=C1)N(C1=CC(=C(CC2=CC(=C(C=C2)O)C(C)C2=CC=C(C=C2)F)C(=C1)C)C)CC1=CC=CC=C1 4-(4-(dibenzylamino)-2,6-dimethylbenzyl)-2-(1-(4-fluorophenyl)ethyl)phenol